ClC1=C(OC2=NC=CC(=N2)C)C(=CC(=C1)B1OC(C(O1)(C)C)(C)C)F 2-(2-chloro-6-fluoro-4-(4,4,5,5-tetramethyl-1,3,2-dioxaborolan-2-yl)phenoxy)-4-methylpyrimidine